CC1=NC(=CC(=C1)C=1NC2=CC=C(C=C2C1C(C)C)C1CCN(CC1)CC(=O)N1CCCC1)C 2-(4-(2-(2,6-dimethylpyridin-4-yl)-3-isopropyl-1H-indol-5-yl)piperidin-1-yl)-1-(pyrrolidin-1-yl)ethan-1-one